ClC=1C=C(C=CC1F)NC(N(C(C)C1=CNC(C2=CC=CC=C12)=O)CCS(=O)(=O)N)=O 2-(3-(3-chloro-4-fluorophenyl)-1-(1-(1-oxo-1,2-dihydroisoquinolin-4-yl)ethyl)ureido)ethane-1-sulfonamide